NC1=C(C=2C=3N(C=NC2N1C1=C2C=NN(C2=CC=C1C)C1OCCCC1)C=CN3)C#N 8-amino-7-(5-methyl-1-(tetrahydro-2H-pyran-2-yl)-1H-indazol-4-yl)-7H-imidazo[1,2-c]pyrrolo[3,2-e]pyrimidine-9-carbonitrile